(S)-N-acetyl-L-aspartic anhydride C(C)(=O)N[C@H]1CC(=O)OC1=O